tryptophanyl-methionine N[C@@H](CC1=CNC2=CC=CC=C12)C(=O)N[C@@H](CCSC)C(=O)O